(4-cyclopropyl-1H-imidazol-1-yl)-5-fluorobenzofuran-2-carbonyl chloride C1(CC1)C=1N=CN(C1)C1=C(OC2=C1C=C(C=C2)F)C(=O)Cl